2-methyl-4,4'-methylenebis-cyclohexanamine CC1C(CCC(C1)CC1CCC(CC1)N)N